4-difluoromethyl-3-ethylsulphinyl-2-methyl-N-(5-methyl-1,3,4-oxadiazol-2-yl)benzamide FC(C1=C(C(=C(C(=O)NC=2OC(=NN2)C)C=C1)C)S(=O)CC)F